1-(cyclopropylmethyl)-1-[1-(2-trimethylsilylethoxymethyl)indazol-7-yl]hydrazine C1(CC1)CN(N)C=1C=CC=C2C=NN(C12)COCC[Si](C)(C)C